NC1=CC(=CC=2C=C(OC21)COC2=C(C=CC=C2)CC(=O)OCC)C2=CC(=CC=C2)CN ethyl 2-(2-((7-amino-5-(3-(aminomethyl)phenyl)benzofuran-2-yl)methoxy)phenyl)acetate